CN(C(CCCCCCCCC)CCCCCCC\C=C/CCCCCCCC)C (18Z)-N,N-dimethylheptacosan-18-en-10-amine